CC1=CC=C(C=C1)S(=O)(=O)OCCC(CCNC(=O)OC(C)(C)C)(C)C 5-((tert-butoxycarbonyl)amino)-3,3-dimethylpentyl 4-methylbenzenesulfonate